(4-(8-(1,3,4-oxadiazol-2-yl)-2-(perfluoroethyl)imidazo[1,2-a][1,8]naphthyridin-4-yl)phenyl)methanol O1C(=NN=C1)C=1N=C2N(C=3N=C(C=C(C3C=C2)C2=CC=C(C=C2)CO)C(C(F)(F)F)(F)F)C1